O=C1N(CC2=CC(=CC=C12)N1CCN(CC1)CC1CCN(CC1)C1CCNCC1)[C@@H]1C(NC(CC1)=O)=O (3S)-3-[1-oxo-5-[4-[[1-(4-piperidyl)-4-piperidyl]methyl]piperazin-1-yl]isoindolin-2-yl]piperidine-2,6-dione